ClC1=CC(=C(C=C1)C1=CC=C(C=C1)C1CN(C1)C(=O)OC(C)(C)C)F Tert-Butyl 3-[4-(4-chloro-2-fluoro phenyl)phenyl]azetidine-1-carboxylate